4-[[(1R,3S)-3-amino-2,2,3-trimethyl-cyclopentyl]amino]-N'-(2-chlorophenyl)-6-(1-methylpyrazol-4-yl)pyrrolo[1,2-b]pyridazine-3-carboxamidine N[C@@]1(C([C@@H](CC1)NC=1C=2N(N=CC1C(=NC1=C(C=CC=C1)Cl)N)C=C(C2)C=2C=NN(C2)C)(C)C)C